N[C@@H](CC(=O)OCC)C=1C=C(C=CC1)C1=C(C(=CC=C1)C)C ethyl (S)-3-amino-3-(2',3'-dimethylbiphenyl-3-yl)propanoate